((7-bromoheptyl)oxy)(tert-butyl)dimethylsilane BrCCCCCCCO[Si](C)(C)C(C)(C)C